C1(CCCCC1)C[C@H](C(=O)N1CC([C@](CC1)(O)C=1N(C(C=C(C1C(=O)N(C)C)C1=C(C=CC=C1)F)=O)C)(C)C)C (S)-1-((R)-3-Cyclohexyl-2-methylpropanoyl)-4-hydroxy-3,3-dimethylpiperidin-4-yl(methyl)-4-(2-fluorophenyl)-N,N-dimethyl-6-oxo-1,6-dihydropyridine-3-carboxamide